tributyl-(1-methoxyvinyl)stannane C(CCC)[Sn](C(=C)OC)(CCCC)CCCC